6-(2-(methanesulfonyl)pyrimidin-5-yl)hex-ylamide CS(=O)(=O)C1=NC=C(C=N1)CCCCCC[NH-]